5-(1-(2,4-difluorophenyl)-5-(3,5-dimethylisoxazol-4-yl)-1H-pyrrolo[2,3-b]pyridin-3-yl)-4-ethoxy-2-hydroxybenzoic acid FC1=C(C=CC(=C1)F)N1C=C(C=2C1=NC=C(C2)C=2C(=NOC2C)C)C=2C(=CC(=C(C(=O)O)C2)O)OCC